(R)-6-chloro-3-((1-(3,6-dimethyl-4-oxo-2-(4-(1-(2,2,2-trifluoroethyl)-1H-1,2,4-triazol-3-yl)piperidin-1-yl)-3,4-dihydroquinazolin-8-yl)ethyl)amino)-N-(methylsulfonyl)picolinamide ClC1=CC=C(C(=N1)C(=O)NS(=O)(=O)C)N[C@H](C)C=1C=C(C=C2C(N(C(=NC12)N1CCC(CC1)C1=NN(C=N1)CC(F)(F)F)C)=O)C